1-(5-(6-chloro-2',7-dimethyl-1H,2'H-[3,4'-biindazol]-1-yl)pyridin-2-yl)piperidine-4-carboxylic acid ClC1=CC=C2C(=NN(C2=C1C)C=1C=CC(=NC1)N1CCC(CC1)C(=O)O)C=1C2=CN(N=C2C=CC1)C